FC1=CC2=C(N(C(=N2)C)COCC[Si](C)(C)C)C(=C1OC=1C(=NC2=CC=CC=C2N1)C=1C=NN(C1)C1OCCCC1)F ((5,7-difluoro-2-methyl-1-((2-(trimethylsilyl)ethoxy)methyl)-1H-benzo[d]imidazol-6-yl)oxy)-2-(1-(tetrahydro-2H-pyran-2-yl)-1H-pyrazol-4-yl)quinoxaline